C(C)NC(=O)C1=CC2=C(C(N(C=C2C2=C(C=C3C=NN(C3=C2)CC(C)(C)F)OC2=C(C(=CC=C2C)C)C)C)=O)N1 N-ethyl-4-(1-(2-fluoro-2-methylpropyl)-5-(2,3,6-trimethylphenoxy)-1H-indazol-6-yl)-6-methyl-7-oxo-6,7-dihydro-1H-pyrrolo[2,3-c]pyridine-2-carboxamide